N1C=C(C2=CC=CC=C12)CCNC=1C2=C(N=C(N1)C=1C=NC=C(C#N)C1)C(=CS2)C(C)C 5-(4-((2-(1H-indol-3-yl)ethyl)amino)-7-isopropylthieno[3,2-d]pyrimidin-2-yl)nicotinonitrile